N[C@@H]1CN(CC1)C1=C(C=NC=C1C1=NC2=C(N1C)C(=CC=C2)Cl)C=2C=C(C#N)C=CC2 3-{4-[(3S)-3-aminopyrrolidin-1-yl]-5-(7-chloro-1-methyl-1H-1,3-benzodiazol-2-yl)pyridin-3-yl}benzonitrile